BrC1=NC(=NC(=C1)C=1C=NC=CC1)C=1C=NC=CC1 4-bromo-2,6-di(pyridin-3-yl)pyrimidine